CCCCCCCCCC(CC\C=C/CCCCCC)=O Z-13-icosen-10-on